5-(tert-butyl)-N-(4-(4,4,5,5-tetramethyl-1,3,2-dioxaborolan-2-yl)-2-(trifluoromethyl)benzyl)-1,2,4-oxadiazole-3-carboxamide C(C)(C)(C)C1=NC(=NO1)C(=O)NCC1=C(C=C(C=C1)B1OC(C(O1)(C)C)(C)C)C(F)(F)F